C(C)N1C(NC2=C(C(=CC=3C2=C1N=CN3)CN3CCN(CC3)C=3C=CC(=NC3C)C(=O)NCCO)F)=O 5-(4-((3-ethyl-9-fluoro-2-oxo-2,3-dihydro-1H-pyrimido[4,5,6-de]quinazolin-8-yl)methyl)piperazin-1-yl)-N-(2-hydroxyethyl)-6-methylpicolinamide